FC1=C(C=CC(=C1)SC)B1OC(C(O1)(C)C)(C)C 2-(2-fluoro-4-(methylthio)phenyl)-4,4,5,5-tetramethyl-1,3,2-dioxaborolan